4-Chloro-N-methyl-2-nitroaniline ClC1=CC(=C(NC)C=C1)[N+](=O)[O-]